C(C)(C)(C)OC(=O)NC1CCN(CC1)S(=O)(=O)C=1C=C(C=CC1)N1CCN(CC1)CC1CCN(CC1)C(=O)OCC1=CC=CC=C1 benzyl 4-((4-(3-((4-((tert-butoxycarbonyl)amino)piperidin-1-yl)sulfonyl)phenyl)piperazin-1-yl)methyl)piperidine-1-carboxylate